2-methyl-4-oxo-4-((1,2,3,10-tetramethoxy-9-oxo-5,6,7,9-tetrahydrobenzo[a]heptalen-7-yl)amino)butan CC(C)CC(NC1CCC2=C(C3=CC=C(C(C=C13)=O)OC)C(=C(C(=C2)OC)OC)OC)=O